(Z)-2-(methylhydrazono)propanoate CN\N=C(/C(=O)[O-])\C